NC=1C(=C2C(=NC1C(=O)OC)N(C=C2C#N)CC)C2=C(C(=C(C=C2)C)OC)C Methyl 5-amino-3-cyano-1-ethyl-4-(3-methoxy-2,4-dimethylphenyl)pyrrolo[2,3-b]pyridine-6-carboxylate